Methyl (Z)-3-((4-(2-hydroxyethyl)phenyl)((4-(N-methyl-2-(4-methylpiperazin-1-yl)acetamido)phenyl)amino)methylene)-2-oxoindoline-5-carboxylate OCCC1=CC=C(C=C1)/C(=C\1/C(NC2=CC=C(C=C12)C(=O)OC)=O)/NC1=CC=C(C=C1)N(C(CN1CCN(CC1)C)=O)C